CC1=NC(=CC(=N1)NC1=NN2C(C=C(C=C2)C2=CC(=NC=C2OC2CCC(CC2)S(=O)(=O)C)C)=C1)C N-(2,6-dimethylpyrimidin-4-yl)-5-(2-methyl-5-((4-(methylsulfonyl)cyclohexyl)oxy)pyridin-4-yl)pyrazolo[1,5-a]pyridin-2-amine